3-(tert-butyl)-1-(4'-(2-hydroxypropan-2-yl)-[1,1'-biphenyl]-3-yl)-1-((4-(5-(trifluoromethyl)-1,2,4-oxadiazol-3-yl)bicyclo[2.2.2]octan-1-yl)methyl)urea C(C)(C)(C)NC(N(CC12CCC(CC1)(CC2)C2=NOC(=N2)C(F)(F)F)C=2C=C(C=CC2)C2=CC=C(C=C2)C(C)(C)O)=O